2-amino-1-hydroxy-8-(3-sulfopropoxy)-naphthalene-6-sulfonic acid NC1=C(C2=C(C=C(C=C2C=C1)S(=O)(=O)O)OCCCS(=O)(=O)O)O